CC(CCO)CC(=CC(C)C)C 3,5,7-trimethyloctan-5-en-1-ol